2-chloro-N-(3-fluoro-5-(2-fluoro-8-methyl-quinazolin-6-yl)-6-methoxypyridin-2-yl)benzenesulfonamide ClC1=C(C=CC=C1)S(=O)(=O)NC1=NC(=C(C=C1F)C=1C=C2C=NC(=NC2=C(C1)C)F)OC